C[C@](N)(CC1=CNC2=CC=CC=C12)C(=O)O D-α-methyltryptophan